NCC(=O)NCC(=O)NCC(=O)OCC=O 2-oxoethyl glycylglycylglycinate